ClC=1C=C(C(=NC1)OC)S(=O)(=O)NC1=NC=CC(=C1F)C#CC=1C=NC=2N(C1)N=CC2 5-chloro-N-[3-fluoro-4-(2-{pyrazolo[1,5-a]pyrimidin-6-yl}ethynyl)pyridin-2-yl]-2-methoxypyridine-3-sulfonamide